OC(CN1CCN(CC1)C1=CC(=C2C(=N1)C(=CS2)C(=O)NC)C(F)(F)F)COC(C)C 5-[4-(2-hydroxy-3-isopropoxy-propyl)piperazin-1-yl]-N-methyl-7-(trifluoromethyl)thieno[3,2-b]pyridine-3-carboxamide